5-(difluoromethyl)-N-((1S,3R)-3-(2-(3-fluoropyridin-2-yl)-6-(2-oxoimidazolidin-1-yl)-1H-imidazo[4,5-c]pyridin-1-yl)cyclohexyl)thiazole-2-carboxamide FC(C1=CN=C(S1)C(=O)N[C@@H]1C[C@@H](CCC1)N1C(=NC=2C=NC(=CC21)N2C(NCC2)=O)C2=NC=CC=C2F)F